C(#N)C(C)C=1C=C(C(=O)NC2=CC(=C(C=C2)C)N2N=CC(=C2)C=2C=NC=CC2OCC2COC2)C=CC1 3-(1-cyanoethyl)-N-(4-methyl-3-(4-(4-(oxetan-3-ylmethoxy)pyridin-3-yl)-1H-pyrazol-1-yl)phenyl)benzamide